(S)-6-methyl-5,6,6a,7-tetrahydro-4H-dibenzo[de,g]quinoline CN1CCC=2C3=C(C4=C(C[C@H]13)C=CC=C4)C=CC2